CC=1N=COC1C(=O)N[C@H](C(NC1=CC2=C(C=N1)C1(CCOCC1)C(N2)=O)=O)C2CCC(CC2)C 4-Methyl-N-{(1S)-1-(4-methylcyclohexyl)-2-oxo-2-[(2-oxospiro[1H-pyrrolo[3,2-c]pyridine-3,4'-oxane]-6-yl)amino]ethyl}-oxazole-5-carboxamide